O1CCN(CC1)CCCOC1OC=2C(=C3C=NC=NC3=CC2)OC1 3-(morpholinopropoxy)-2,3-dihydro-[1,4]dioxino[2,3-f]quinazoline